2-ethylhexyl-2-(4-phenyl benzoyl)benzoate C(C)C(COC(C1=C(C=CC=C1)C(C1=CC=C(C=C1)C1=CC=CC=C1)=O)=O)CCCC